C(#N)C1=C(C=CC=C1)[C@@H]([C@@H](C)C=1N(C(C(=C(N1)C(=O)NC=1C=NOC1)O)=O)C)C=1C=NN(C1)CC1CC1 2-((1r,2r)-1-(2-cyanophenyl)-1-(1-(cyclopropylmethyl)-1H-pyrazol-4-yl)propan-2-yl)-5-hydroxy-N-(isoxazol-4-yl)-1-methyl-6-oxo-1,6-dihydropyrimidine-4-carboxamide